C(#N)C1=NC2=CC(=CC(=C2N=C1N1CCN(CC1)C=1C=CC=C2C(=NN(C12)C)C#N)[C@@H](C)NC1=C(C(=O)O)C=CC=C1)C (R)-2-((1-(2-cyano-3-(4-(3-cyano-1-methyl-1H-indazol-7-yl)piperazin-1-yl)-7-methylquinoxalin-5-yl)ethyl)-amino)benzoic acid